C1C[C@H](CC12CCNCC2)N2C=NC1=CC=C(C=C1C2=O)OC2=C(C(=CC=C2F)NS(N(C)C)(=O)=O)C#N 3-[(3R)-8-azaspiro[4.5]decan-3-yl]-6-[2-cyano-3-(dimethylsulfamoylamino)-6-fluoro-phenoxy]-4-oxo-quinazoline